BrC1=CC2=CN(N=C2C=C1OC)[C@H]1[C@H](CC2(CN(C2)C(=O)OC(C)(C)C)CC1)C |r| rac-tert-Butyl (6S,7R)-7-(5-bromo-6-methoxy-2H-indazol-2-yl)-6-methyl-2-azaspiro[3.5]nonane-2-carboxylate